tetramethyl-phosphine acetate C(C)(=O)O.CP(C)(C)C